2-((4-chloro-2-pyridyl)methyl)isoindoline-1,3-dione ClC1=CC(=NC=C1)CN1C(C2=CC=CC=C2C1=O)=O